C1(=CC=CC=C1)OC(C1=CC(C(=O)OC2=CC=CC=C2)=CC=C1)=O.C1=CC=CC=2SC3=C(C21)C(=CC=C3)C=3C=C(C=CC3)C3=NC=NC(=C3)C3=CC(=CC=C3)C3=CC=CC2=C3C3=C(S2)C=CC=C3 4,6-bis[3-(dibenzothiophen-9-yl)phenyl]pyrimidine Diphenyl-isophthalate